N-(2-methoxyethyl)-4-(7-Methoxy-1-methyl-β-carbolin-9-yl)butanamide COCCNC(CCCN1C2=CC(=CC=C2C=2C=CN=C(C12)C)OC)=O